(2R,5S)-4-(5-(4-cyanopyridin-3-yl)-2-nitrophenyl)-5-(hydroxymethyl)-2-methylpiperazine-1-carboxylic acid tert-butyl ester C(C)(C)(C)OC(=O)N1[C@@H](CN([C@@H](C1)CO)C1=C(C=CC(=C1)C=1C=NC=CC1C#N)[N+](=O)[O-])C